ethyl 2-(5-bromo-2-methoxybenzyl)-3-oxobutanoate BrC=1C=CC(=C(CC(C(=O)OCC)C(C)=O)C1)OC